4-(4-(3-(aminomethyl)-3-hydroxyazetidin-1-yl)-6-methylquinazolin-2-yl)-2,3,4,5-tetrahydrobenzo[1,4]Thiazepine-1,1-dioxide NCC1(CN(C1)C1=NC(=NC2=CC=C(C=C12)C)N1CCS(C2=C(C1)C=CC=C2)(=O)=O)O